5-methyl-piperidyl-[indan] CC1CCCN(C1)C1CCC2=CC=CC=C12